C1(CC1)COC=1C=CC(=NC1)NC(C(=C)N1C[C@@H](CCC1)C(F)(F)F)=O (S)-N-(5-(cyclopropylmethoxy)pyridin-2-yl)-2-((R)-3-(trifluoromethyl)piperidin-1-yl)propenamide